C1(CCCC1)N1N=CC(=C1)N1OC(=CC1)C=1OC=CC1 N-(1-cyclopentyl-1H-pyrazol-4-yl)-5-(furan-2-yl)isoxazole